FC1(CC(C1)CN1N=CC(=C1)C1=NC2=C(C(=CC=C2N=C1)OC1=CC2=C(NC(=N2)C)C=C1)I)F 2-[1-[(3,3-Difluorocyclobutyl)methyl]pyrazol-4-yl]-8-iodo-7-[(2-methyl-1H-benzimidazol-5-yl)oxy]quinoxaline